BrC=1SC2=C(N1)N(N=C2C(=O)O)CC2=CC=C(C=C2)OC 5-bromo-1-(4-methoxybenzyl)-1H-pyrazolo[3,4-d]thiazole-3-carboxylic acid